NC1=CC(=C(C=C1OC)N1CC(CC1)N(C)C)[N+](=O)[O-] 1-(4-amino-5-methoxy-2-nitrophenyl)-N,N-dimethyl-pyrrolidine-3-amine